C(C)(C)OC(C1=C(C=CC=C1)C)=O isopropyl-2-methylbenzoate